calcium bispivalate C(C(C)(C)C)(=O)[O-].C(C(C)(C)C)(=O)[O-].[Ca+2]